2-(trimethylsilyl)vinylpinacol borate B(O)(O)O.C[Si](C=CCC(O)(C)C(C)(C)O)(C)C